methyl 1-(4-(1-(2-(difluoromethyl)-6-methylphenyl)azetidin-3-yl)-2,6-dimethylbenzyl)-piperidine-4-carboxylate FC(C1=C(C(=CC=C1)C)N1CC(C1)C1=CC(=C(CN2CCC(CC2)C(=O)OC)C(=C1)C)C)F